S1C(=CC=C1)C1=C(C=C(C(=C1)C#C[Si](C)(C)C)C=1SC=CC1)C#C[Si](C)(C)C 1,4-bis(thien-2-yl)-2,5-bis(trimethylsilylethynyl)benzene